Methyl-(S,E)-(1-((1-((5-fluoro-7-(3,3,3-trifluoropropyl)-1H-indol-2-yl)methyl)-2-oxo-1,2-dihydropyridin-3-yl)amino)-1,7-dioxo-7-(pyrrolidin-1-yl)hept-5-en-2-yl)carbamat COC(N[C@H](C(=O)NC=1C(N(C=CC1)CC=1NC2=C(C=C(C=C2C1)F)CCC(F)(F)F)=O)CC\C=C\C(N1CCCC1)=O)=O